C(CCC)C1=C(O)C=CC(=C1)O 2-butyl-hydroquinone